C(#N)C1=C(N=C(S1)N1CCN(CC1)S(=O)(=O)C=1C=C2CCN(C2=CC1)C(=O)C1=C(C=CC=C1)N(S(=O)(=O)C)C)C(F)(F)F N-(2-(5-((4-(5-cyano-4-(trifluoromethyl)thiazol-2-yl)piperazin-1-yl)sulfonyl)indoline-1-carbonyl)phenyl)-N-methylmethanesulfonamide